6-methyl-3-thiocyano-1H-indole CC1=CC=C2C(=CNC2=C1)SC#N